6-((2-aminopyrimidin-5-yl)methyl)-N-(3-(trifluoromethyl)phenyl)-4,5,6,7-tetrahydrothieno[2,3-c]pyridine-3-carboxamide NC1=NC=C(C=N1)CN1CC2=C(CC1)C(=CS2)C(=O)NC2=CC(=CC=C2)C(F)(F)F